C1(C=CC(C=C1)=O)=O.C1=CC=C2N1C1=CC=CC=C1N=C2 pyrrolo[1,2-a]quinoxaline compound with benzoquinone